C(C)OC(C[C@@H](C=1C=C(C=C(C1)F)C1=C(C=C(C=C1)F)F)N)=O (S)-3-amino-3-(2',4',5-trifluoro-biphenyl-3-yl)propionic acid ethyl ester